C(C)OC(C(CC(=O)OCC)C(C)CC)=O sec-butylsuccinic acid diethyl ester